13(R)-Hydroperoxydocosapentaenoic acid O(O)[C@@H](CC=CC=CC=CC=CC=CC(=O)O)CCCCCCCCC